CN(CCCO)CC(F)(F)F 3-(methyl(2,2,2-trifluoroethyl)amino)propan-1-ol